FC1=CC=C(C=C1)N1N=CC(=C1C1=CC=NC=C1)CC(=O)OCC Ethyl 2-[1-(4-fluorophenyl)-5-(pyridin-4-yl)-1H-pyrazol-4-yl]Acetate